FC(C1OCCC(C1)O)(F)F racemic-syn-2-(trifluoromethyl)oxan-4-ol